tert-butyl 1-amino-14-(4-((tert-butoxycarbonyl)amino)butyl)-17-(4-(4-(4-isobutylphenyl)butanamido)butyl)-12,15-dioxo-3,6,9-trioxa-13,16-diazaoctadecan-18-oate NCCOCCOCCOCCC(NC(C(NC(C(=O)OC(C)(C)C)CCCCNC(CCCC1=CC=C(C=C1)CC(C)C)=O)=O)CCCCNC(=O)OC(C)(C)C)=O